(7R,14R)-1-(difluoromethoxy)-11-[2-(2-hydroxypropan-2-yl)pyrimidin-5-yl]-7-methyl-6,7-dihydro-7,14-methanobenzimidazo[1,2-b][2,5]benzodiazocin-5(14H)-one FC(OC1=CC=CC=2C(N[C@]3(C=4N([C@@H](C21)C3)C3=C(N4)C=CC(=C3)C=3C=NC(=NC3)C(C)(C)O)C)=O)F